CN(CCCN1C(=CC=2C(=C3C(=NC21)CCCCC3)N)C)C 1-(3-(dimethylamino)propyl)-2-methyl-1,5,6,7,8,9-hexahydrocyclohepta[b]pyrrolo[3,2-e]pyridine-4-amine